C(C)(C)(C)S(=O)\N=C\C1=C(C(=O)N(C)C)C=C(N=C1Cl)N(C)CC1CCCC1 (E)-3-(((tert-butylsulfinyl)imino)methyl)-2-chloro-6-((cyclopentyl-Methyl)(methyl)amino)-N,N-dimethylisonicotinamide